(S)-3,3'-bis(2,4,6-triisopropylphenyl)-1,1'-binaphthyl-2,2'-diyl phosphate P1(=O)(OC2=C(C3=CC=CC=C3C=C2C2=C(C=C(C=C2C(C)C)C(C)C)C(C)C)C2=C(C(=CC3=CC=CC=C23)C2=C(C=C(C=C2C(C)C)C(C)C)C(C)C)O1)[O-]